N-neopentylpyridin-2-amine C(C(C)(C)C)NC1=NC=CC=C1